ethyl-bis(hydroxypropyl)aminobenzoate C(C)C=1C(=C(C(=O)[O-])C=CC1)N(CCCO)CCCO